FC(C(F)(F)F)([Si](CC)(CC)C1=CC=CC=C1)F pentafluorophenyl-triethyl-silane